ClC1=C(C=CC=C1)CCS(=O)(=O)NC=1C(=NOC1)C 4-((2-(2-chlorophenyl)ethyl)sulfonamido)-3-methylisoxazol